phenyl (E)-2-(3-(2-(3-ethoxy-1-(3-fluoro-4-methoxyphenyl)-3-oxopropyl)thiazol-4-yl)allyl)-1,8-naphthyridine-1(2H)-carboxylate C(C)OC(CC(C1=CC(=C(C=C1)OC)F)C=1SC=C(N1)/C=C/CC1N(C2=NC=CC=C2C=C1)C(=O)OC1=CC=CC=C1)=O